C(C1=CC=CC=C1)C1(CC=CC=C1)NCCC(=C)C1=CC=CC=C1 1-benzylphenylamino-3-phenylbut-3-ene